C(C)(C)C=1C(=NNC1C=1C=C(C=2N(C1)N=CN2)OC)C=2SC(=CN2)N2[C@@H]1CN([C@H](C2)C1)C1COC1 2-(4-isopropyl-5-(8-methoxy-[1,2,4]triazolo[1,5-a]pyridin-6-yl)-1H-pyrazol-3-yl)-5-((1S,4S)-5-(oxetan-3-yl)-2,5-diazabicyclo[2.2.1]hept-2-yl)thiazole